tert-butyl ((4-((2-((7-azabicyclo[2.2.1]heptan-7-yl)methyl)-6-fluorobenzyl)amino)-3-bromo-2,6-difluorophenyl)sulfonyl)(isothiazol-3-yl)carbamate C12CCC(CC1)N2CC2=C(CNC1=C(C(=C(C(=C1)F)S(=O)(=O)N(C(OC(C)(C)C)=O)C1=NSC=C1)F)Br)C(=CC=C2)F